2-(3,3-dimethylpiperazin-1-yl)pyrimidine-5-carboxylic acid ethyl ester hydrochloride Cl.C(C)OC(=O)C=1C=NC(=NC1)N1CC(NCC1)(C)C